C(C)(=O)NC1=CC=C(C=C1)C1=NN(C(C=C1)=O)CC(=O)NCC1=C(C=CC=C1)Cl 2-(3-(4-acetamidophenyl)-6-oxopyridazin-1(6H)-yl)-N-(2-chlorobenzyl)acetamide